CN(C)CC=1SC(=C(N1)C(F)(F)F)C1=NC(=NC=C1F)NC1CCNCC1 4-(2-((dimethylamino)methyl)-4-(trifluoromethyl)thiazol-5-yl)-5-fluoro-N-(piperidin-4-yl)pyrimidin-2-amine